1-(3-((1-(cyclopropylmethyl)-6-((5-methylthiazol-2-yl)amino)-1H-pyrrolo[3,2-c]pyridin-4-yl)oxy)pyrrolidin-1-yl)prop-2-en-1-one C1(CC1)CN1C=CC=2C(=NC(=CC21)NC=2SC(=CN2)C)OC2CN(CC2)C(C=C)=O